CC=1C=C(C=CC1)N(C1=CC=C(C=C1)C1=CC=C(N(C2=CC=CC=C2)C2=CC(=CC=C2)C)C=C1)C1=CC=CC=C1 N,N'-bis(3-methylphenyl)-N,N'-bis-(phenyl)-benzidine